docosa-13,16-dien-1-amine C(CCCCCCCCCCCC=CCC=CCCCCC)N